C(CCC\C=C/CC)OC(CCC(=O)OCCCCCCN(CCCCCCCCCC(=O)OCCCCCCC)CCO)OCCCC\C=C/CC heptyl 10-((6-((4,4-bis(((Z)-oct-5-en-1-yl)oxy)butanoyl)oxy)hexyl)(2-hydroxyethyl)amino)decanoate